Diisopentyl 9,9'-((3-((2-(4-(2-((4-(bis(7-(2-ethylbutoxy)-2-hydroxy-7-oxoheptyl)amino)butanoyl)oxy)ethyl)piperazin-1-yl)ethyl)disulfaneyl)propyl)-azanediyl)bis(8-hydroxynonanoate) C(C)C(COC(CCCCC(CN(CCCC(=O)OCCN1CCN(CC1)CCSSCCCN(CC(CCCCCCC(=O)OCCC(C)C)O)CC(CCCCCCC(=O)OCCC(C)C)O)CC(CCCCC(OCC(CC)CC)=O)O)O)=O)CC